C(C)OC(=O)C1=CC=CC=2N=C(SC21)N.C(C)OC(=O)C2=CC=CC=1N=C(SC12)NC(=O)OC(C)(C)C 2-((Tert-Butoxycarbonyl)amino)benzo[d]thiazole-7-carboxylic acid ethyl ester ethyl-2-aminobenzo[d]thiazole-7-carboxylate